dihydrodibenzo[b,e]thiepin C1CC2=C(C=C1)SC=C3C=CC=CC3=C2